2-[6-methyl-8-(propan-2-yl)bicyclo[2.2.2]oct-5-en-2-yl]-1,3-dioxan-5-one CC1=CC2CC(C1CC2C(C)C)C2OCC(CO2)=O